3,6-bis(5-amino-2-pyridyloxy)benzonorbornene NC=1C=CC(=NC1)OC1C2C3=C(C1CC2)C=C(C=C3)OC3=NC=C(C=C3)N